2-[(2R,5R)-2-(2,4-dioxopyrimidin-1-yl)-4-hydroxy-5-(hydroxymethyl)tetrahydrofuran-3-yl]oxy-N,N-dioctyl-acetamide O=C1N(C=CC(N1)=O)[C@@H]1O[C@@H](C(C1OCC(=O)N(CCCCCCCC)CCCCCCCC)O)CO